(R)-1-(4-((1-(3-cyano-2-methylphenyl)ethyl)amino)-7-methoxy-2-methyl-quinazolin-6-yl)azetidine-3-carbonitrile C(#N)C=1C(=C(C=CC1)[C@@H](C)NC1=NC(=NC2=CC(=C(C=C12)N1CC(C1)C#N)OC)C)C